SC(CCO)(CCC)C 3-mercapto-3-methyl-1-hexanol